[BH4-].C1(=CC=CC=C1)[S+](C1=CC=CC=C1)C1=CC=CC=C1 triphenylsulfonium tetrahydroborate